BrC1=C(C=C(C=C1)C(NCCN(C)C)=O)C1N(CCN(C1)C(=O)OC(C)(C)C)C(=O)OC(C)(C)C di-tert-butyl 2-[2-bromo-5-[2-(dimethylamino)ethylcarbamoyl]phenyl]piperazine-1,4-dicarboxylate